CN1N=CC=2C1=NC=NC2N[C@H](C(=O)O)CCN(CCCCC2=NC=1NCCCC1C=C2)CCOC=2C(=NC=CC2)C (S)-2-((1-methyl-1H-pyrazolo[3,4-d]pyrimidin-4-yl)amino)-4-((2-((2-methylpyridin-3-yl)oxy)ethyl)(4-(5,6,7,8-tetrahydro-1,8-naphthyridin-2-yl)butyl)amino)butanoic acid